NC1=CC(=C(C(=O)NCCC[C@@H](C(=O)O)NC(=O)C=2SC(=CC2)N(C)CC=2N=C3C(=NC(=NC3=NC2)N)N)C=C1)C=1N=NNN1 (S)-5-(4-amino-2-(2H-tetrazol-5-yl)benzamido)-2-(5-(((2,4-diaminopteridin-6-yl)methyl)(methyl)amino)thiophene-2-carboxamido)pentanoic acid